O[C@@H]1[C@H](CCC1)NC(C1=NC(=C(C(=C1)CC1=CC=C(C=C1)C=1N=C(OC1)C)C)N1N=CC=C1)=O N-((1S,2S)-2-hydroxycyclopentyl)-5-methyl-4-(4-(2-methyloxazol-4-yl)benzyl)-6-(1H-pyrazol-1-yl)picolinamide